Methyl 2-[(3-{6-azaspiro[2.5]octan-6-yl}-4-{4-[2-(4,4-difluoropiperidin-1-yl)-6-methylpyrimidin-4-yl]-1H-imidazol-1-yl}phenyl)sulfamoyl]acetate C1CC12CCN(CC2)C=2C=C(C=CC2N2C=NC(=C2)C2=NC(=NC(=C2)C)N2CCC(CC2)(F)F)NS(=O)(=O)CC(=O)OC